7,8,9,10-Tetrahydronaphthacenequinone C1(C(C=CC2=CC3=CC=4CCCCC4C=C3C=C12)=O)=O